2-(6-(((1r,2r,3s,5s)-2-fluoro-9-azabicyclo[3.3.1]non-3-yl)oxy)pyridazin-3-yl)-5-(6-methoxypyridazin-4-yl)phenol F[C@@H]1[C@H]2CCC[C@@H](C[C@@H]1OC1=CC=C(N=N1)C1=C(C=C(C=C1)C1=CN=NC(=C1)OC)O)N2